4-((tert-butoxycarbonyl)(tetrahydro-2H-pyran-4-yl)amino)-2-hydroxybenzoic acid C(C)(C)(C)OC(=O)N(C1=CC(=C(C(=O)O)C=C1)O)C1CCOCC1